CCC(OC1=CC(=C(C2=CC=CC=C12)C1=CC=CC=C1)C)C1=CC=CC=C1 2,3-dimethyl-1,4-diphenylethyloxynaphthalene